C(CCCC)NC1=CC(=CC(=C1)NCCCCC)NCCCCC 1,3,5-tripentylaminobenzene